C1(CC1)C(=O)N1CCC(C1)OCC1(CC(C1)(F)F)C (cyclopropanecarbonyl)-4-((3,3-difluoro-1-methylcyclobutyl)methoxy)pyrrolidin